OC=1C=C(C=CC1O)[N+](CCCS(=O)(=O)O)(C)C (3,4-dihydroxyphenyl)(dimethyl)(3-sulfopropyl)ammonium